C(C)(C)(C)OC(=O)N1CCN(CC1)C[C@@]1(CCC(=C(C1)CO)C1=CC=C(C=C1)Cl)C (R)-4-((4'-chloro-6-(hydroxymethyl)-4-methyl-2,3,4,5-tetrahydro-[1,1'-biphenyl]-4-yl)methyl)piperazine-1-carboxylic acid tert-butyl ester